ClC1=NC(=C2C(=N1)N(N=C2C)C2CCC2)NCC2=CC=C(C=C2)F 6-chloro-1-cyclobutyl-N-[(4-fluorophenyl)methyl]-3-methyl-1H-pyrazolo[3,4-d]pyrimidin-4-amine